OCCOC=1C=C(C=C2C(=CC(NC12)=O)C)NC(=O)C=1C=C2C(=NC1N1CCOCC1)COC2 N-[8-(2-hydroxyethoxy)-4-methyl-2-oxo-1H-quinolin-6-yl]-2-morpholino-5,7-dihydrofuro[3,4-b]pyridine-3-carboxamide